6-(2,3-dichlorobenzyl)-2,4-dihydroxy-5,6-dihydro-7H-pyrrolo[3,4-d]pyrimidin-7-one ClC1=C(CN2C(C=3N=C(N=C(C3C2)O)O)=O)C=CC=C1Cl